O=C([C@H](C)OC(C(C)(C)C)=O)OC(C)C 2,2-dimethylpropionic acid (-)-(2S)-1-oxo-1-(2-propanyloxy)-2-propanyl ester